OC1CN(C1)C12CC(C1)(C2)NC(OC(C)(C)C)=O tert-butyl (3-(3-hydroxyazetidin-1-yl)bicyclo[1.1.1]pentan-1-yl)carbamate